N-((5-chloro-6-((3-methylisoxazol-5-yl)methoxy)-1H-indol-2-yl)methyl)-2-oxabicyclo[2.1.1]hexane-4-carboxamide ClC=1C=C2C=C(NC2=CC1OCC1=CC(=NO1)C)CNC(=O)C12COC(C1)C2